6,8-dimethoxy-2-(4,4,5,5-tetramethyl-1,3,2-dioxaborolan-2-yl)indolizine COC1=CN2C=C(C=C2C(=C1)OC)B1OC(C(O1)(C)C)(C)C